2-[(4-{6-[(4-chloro-2-fluorobenzyl)oxy]pyridin-2-yl}piperidin-1-yl)methyl]-1-[(1-ethylpyrrolidin-3-yl)methyl]-1H-benzimidazole-6-carboxylic acid ClC1=CC(=C(COC2=CC=CC(=N2)C2CCN(CC2)CC2=NC3=C(N2CC2CN(CC2)CC)C=C(C=C3)C(=O)O)C=C1)F